(3R,4S)-3-cyclopropyl-4-methyl-2-oxo-1-(1H-pyrazolo[3,4-c]pyridin-3-yl)pyrrolidine-3-carbonitrile hydrochloride Cl.C1(CC1)[C@]1(C(N(C[C@H]1C)C1=NNC2=CN=CC=C21)=O)C#N